CC1=C(OC2=NC(=NC(=C2)C2(C(C2(C)C)(C)C)C)N)C=CC=C1 4-(2-Methylphenoxy)-6-(1,2,2,3,3-pentamethylcyclopropyl)pyrimidin-2-amine